CC1(OC=2C(=NC(=CC2)C=2C(=CC(=NC2)NC(C)=O)NC2=NC(=CC(=C2)C=2C(=NOC2C)C)S(=O)(=O)C)OC1)C N-(5-(2,2-dimethyl-2,3-dihydro-[1,4]dioxino[2,3-b]pyridin-6-yl)-4-((4-(3,5-dimethylisoxazol-4-yl)-6-(methylsulfonyl)pyridin-2-yl)amino)pyridin-2-yl)acetamide